2-((S)-1-((Z)-2-fluoro-3-(6-methylpyridin-2-yl)acryloyl)-4-(8-fluoro-7-(3-hydroxynaphthalen-1-yl)-2-(((S)-1-methylpyrrolidin-2-yl)methoxy)quinazolin-4-yl)piperazin-2-yl)acetonitrile F\C(\C(=O)N1[C@H](CN(CC1)C1=NC(=NC2=C(C(=CC=C12)C1=CC(=CC2=CC=CC=C12)O)F)OC[C@H]1N(CCC1)C)CC#N)=C/C1=NC(=CC=C1)C